1-(5,6,7,8-tetrahydro-1,6-naphthyridin-2-yl)ethane-1-one hydrochloride Cl.N1=C(C=CC=2CNCCC12)C(C)=O